C1(CCCC1)NC1=CC=C(C=C1)S(=O)(=O)N[C@H](CN(C)C)C1=CC(=C(C=C1)Cl)Cl (S)-4-(cyclopentylamino)-N-(1-(3,4-dichlorophenyl)-2-(dimethylamino)ethyl)benzenesulfonamide